CC12CC(NC2C1)C(=O)N 5-methyl-2-azabicyclo[3.1.0]hexane-3-carboxamide